5,5'-oxybis(N-octadecenyl-2-ethyl-pyridin-4-one) O(C=1C(C=C(N(C1)C=CCCCCCCCCCCCCCCCC)CC)=O)C=1C(C=C(N(C1)C=CCCCCCCCCCCCCCCCC)CC)=O